C(C)(C)(C)OC(=O)N1CCN(CC1)CC1=CC(=C(C(=C1)F)Br)F 4-(4-bromo-3,5-difluorobenzyl)piperazine-1-carboxylic acid tert-butyl ester